COC1=C(C=CC=C1)C=1C(=CC=C(C1)C)C(=O)O 2'-methoxy-5-methyl-[1,1'-biphenyl]-2-carboxylic acid